ClCCCCCCOCCOCCOCCOCCNC(OC(C)(C)C)=O Tert-butyl (18-chloro-3,6,9,12-tetraoxaoctadecyl)carbamate